cyclobutyl-(3-(1-methyl-1H-pyrazol-4-yl)pyridin-2-yl)methylamine C1(CCC1)NCC1=NC=CC=C1C=1C=NN(C1)C